C[O-].[Ta+5].C[O-].C[O-].C[O-].C[O-] tantalum(V) methoxide